5-({2-[4-{5-chloro-2-[4-(difluoromethyl)-1H-imidazol-1-yl]phenyl}-5-methoxy-2-oxopyridin-1(2H)-yl]-4-methoxybutyryl}amino)pyridine-2-carboxamide ClC=1C=CC(=C(C1)C1=CC(N(C=C1OC)C(C(=O)NC=1C=CC(=NC1)C(=O)N)CCOC)=O)N1C=NC(=C1)C(F)F